C(C1=CC=CC=C1)OCCCO 3-benzyloxypropanol